C(C)C=1C=NC=C(C1N1C(N(C=2C=NC=3C=C(C(=CC3C21)C2=NN(N=C2)C)OC)C)=O)F 1-(3-Ethyl-5-fluoropyridin-4-yl)-7-methoxy-3-methyl-8-(2-methyl-2H-1,2,3-triazol-4-yl)-1,3-dihydroimidazo[4,5-c]quinolin-2-one